tert-butyl (2R,3R)-2-(((2R,3R,4R,5S,6S)-6-((7H-purin-6-yl)amino)-4,5-dihydroxy-2-(hydroxymethyl)tetrahydro-2H-pyran-3-yl)carbamoyl)-3-hydroxypyrrolidine-1-carboxylate N1=CN=C2N=CNC2=C1N[C@@H]1[C@H]([C@@H]([C@H]([C@@H](O1)CO)NC(=O)[C@@H]1N(CC[C@H]1O)C(=O)OC(C)(C)C)O)O